4-(3-methoxyprop-1-yn-1-yl)pyrimidin-2-amine COCC#CC1=NC(=NC=C1)N